(trans)-4-(2-((tert-butyldiphenylsilyl)oxy)ethyl)cyclohexan-1-ol [Si](C1=CC=CC=C1)(C1=CC=CC=C1)(C(C)(C)C)OCC[C@@H]1CC[C@H](CC1)O